C(#N)C1(OCCC2=CC=C(C=C12)C(=O)O)C 1-cyano-1-methyl-isochromane-7-carboxylic acid